C1(=CC=CC=C1)N1C(=NC(=C1)C(=O)OCC)C1=CC=CC=C1 ethyl 1,2-diphenyl-1H-imidazole-4-carboxylate